ClC1=CC2=C(S1)C1(CC(N(CC1)CC1=NN3C(C(=NC(=C3)C)NC3CC3)=C1)C)OCC2O 2-chloro-1'-[[4-(cyclopropylamino)-6-methyl-pyrazolo[1,5-a]pyrazin-2-yl]methyl]-2'-methyl-spiro[4,5-dihydrothieno[2,3-c]pyran-7,4'-piperidin]-4-ol